20-hydroxycholesterol O[C@](CCCC(C)C)(C)[C@H]1CC[C@H]2[C@@H]3CC=C4C[C@@H](O)CC[C@]4(C)[C@H]3CC[C@]12C